N(=C=O)CC1CC(CC(C1)CN=C=O)CN=C=O 1,3,5-tris(isocyanatomethyl)-cyclohexane